2-chloro-3-fluoro-N-(3-(2-methoxypyridin-4-yl)-1H-indazol-5-yl)isonicotinamide ClC=1C(=C(C(=O)NC=2C=C3C(=NNC3=CC2)C2=CC(=NC=C2)OC)C=CN1)F